COC(=O)C1=CC=C(C=C1)CCC(=O)Cl 3-(4-(methoxycarbonyl)phenyl)propanoic acid chloride